(Z)-2-cyano-3-ethoxypentan C(#N)C(C)C(CC)OCC